C(C)C(CN(S(=O)(=O)C1=CC2=C(OCO2)C=C1)C[C@H]([C@H](CC1=CC=C(C=C1)O)NC(O[C@H]1CO[C@H]2OCC[C@H]21)=O)O)CC (3R,3aS,6aR)-hexahydrofuro[2,3-b]furan-3-yl ((2S,3R)-4-(N-(2-ethylbutyl)benzo[d][1,3]dioxole-5-sulfonamido)-3-hydroxy-1-(4-hydroxyphenyl)butan-2-yl)carbamate